diethyl 2-oximinomalonate N(O)=C(C(=O)OCC)C(=O)OCC